4'H,6'H-spiro[cyclopropane-1,5'-pyrrolo[1,2-b]Pyrazole] N=1N2C(=CC1)CC1(C2)CC1